hexadecyl 3,5-di-tert-butyl-4-hydroxy-benzoate C(C)(C)(C)C=1C=C(C(=O)OCCCCCCCCCCCCCCCC)C=C(C1O)C(C)(C)C